2,4,6-tri-tert-butyl-4-methyl-pyrimidine C(C)(C)(C)C1=NC(=CC(N1)(C)C(C)(C)C)C(C)(C)C